8-bromooctyl 4,4-bis(oct-3-yn-1-yloxy)butanoate C(CC#CCCCC)OC(CCC(=O)OCCCCCCCCBr)OCCC#CCCCC